C(C1=CC=CC=C1)N1N=CC(=C1)NC(=O)C=1C(=NC2=CC=CC=C2C1)N1CCC(CCC1)(F)F N-(1-benzyl-1H-pyrazol-4-yl)-2-(4,4-difluoroazepan-1-yl)quinoline-3-carboxamide